3-(2,6-difluoro-3,5-dimethoxyphenyl)-1-methyl-8-[(1-methyl-1H-pyrazol-4-yl)methyl]-1,3,4,7-tetrahydro-2H-pyrrolo[3',2':5,6]pyrido[4,3-d]pyrimidin-2-one FC1=C(C(=C(C=C1OC)OC)F)N1C(N(C2=C(C1)C=NC1=C2C=C(N1)CC=1C=NN(C1)C)C)=O